tri-tert-butyl (5S,12S,16S)-1-(9H-fluoren-9-yl)-5-[(3-methylphenyl)methyl]-3,6,14-trioxo-2-oxa-4,7,13,15-tetraazaoctadecane-12,16,18-tricarboxylate C1=CC=CC=2C3=CC=CC=C3C(C12)COC(N[C@H](C(NCCCC[C@H](NC(N[C@@H](CCC(=O)OC(C)(C)C)C(=O)OC(C)(C)C)=O)C(=O)OC(C)(C)C)=O)CC1=CC(=CC=C1)C)=O